N-((3R,4R)-1-cyano-4-fluoropyrrolidin-3-yl)-[1,1'-biphenyl]-4-carboxamide C(#N)N1C[C@H]([C@@H](C1)F)NC(=O)C1=CC=C(C=C1)C1=CC=CC=C1